[Na+].[Na+].[Na+].P(=O)([O-])([O-])[O-] phosphate trisodium salt